N-(3-Hydroxy-2,6-dimethylphenyl)-2-((1-(2-((2-hydroxyethyl)(methyl)amino)-2-oxoethyl)-4-methyl-1H-pyrazol-3-yl)amino)thiazole-5-carboxamide OC=1C(=C(C(=CC1)C)NC(=O)C1=CN=C(S1)NC1=NN(C=C1C)CC(=O)N(C)CCO)C